(1-(4-methylbenzyl)pyrrolidin-3-yl)methanamine hydrochloride Cl.CC1=CC=C(CN2CC(CC2)CN)C=C1